(2R)-4-[(2R)-3-(3,4-dihydro-1H-isoquinolin-2-yl)-2-hydroxy-propyl]-8-[[8-(2-hydroxyethyl)-8-azabicyclo[3.2.1]octan-3-yl]oxy]-2-methyl-2,3-dihydro-1,4-benzoxazepin-5-one C1N(CCC2=CC=CC=C12)C[C@H](CN1C[C@H](OC2=C(C1=O)C=CC(=C2)OC2CC1CCC(C2)N1CCO)C)O